N1-benzyl-4-chloro-6-fluoro-N3-(2-methylphenyl)benzene-1,3-dicarboxamide C(C1=CC=CC=C1)NC(=O)C1=CC(=C(C=C1F)Cl)C(=O)NC1=C(C=CC=C1)C